(S)-N-(3-(1-((2-ethyl-2H-pyrazolo[3,4-b]pyrazin-6-yl)amino)ethyl)phenyl)-2-(m-tolyl)acetamide C(C)N1N=C2N=C(C=NC2=C1)N[C@@H](C)C=1C=C(C=CC1)NC(CC=1C=C(C=CC1)C)=O